pyrrolo[1,2-b]pyridazine-3-carboxamidine formic acid salt C(=O)O.N=1N2C(C=C(C1)C(=N)N)=CC=C2